Cl.C1=C(C=CC2=CC=CC=C12)C=1C=CC=C2C(=CNC12)CN1CCOCC1 ((7-(naphthalen-2-yl)-1H-indol-3-yl)methyl)morpholine hydrochloride